C(#N)[C@H](CC1=C(C=C(C=C1)C=1C=CC2=C(N(C(O2)=O)C)C1)F)NC(=O)C1OCCCNC1 N-((S)-1-cyano-2-(2-fluoro-4-(3-methyl-2-oxo-2,3-dihydrobenzo[d]oxazol-5-yl)phenyl)ethyl)-1,4-oxaazepane-2-carboxamide